(R)-N-(1-cyclopropylethyl)-5-(3-(2-fluoroethyl)-2-methyl-3H-imidazo[4,5-b]pyridin-5-yl)pyrrolo[2,1-f][1,2,4]triazin-2-amine C1(CC1)[C@@H](C)NC1=NN2C(C=N1)=C(C=C2)C2=CC=C1C(=N2)N(C(=N1)C)CCF